7-{7-[(3S,4S)-3-fluoro-2,2,6,6-tetramethylpiperidin-4-yl]-6,7-dihydro-5H-pyrrolo[2,3-c]pyridazin-3-yl}quinoxalin-6-ol F[C@@H]1C(NC(C[C@@H]1N1CCC2=C1N=NC(=C2)C2=C(C=C1N=CC=NC1=C2)O)(C)C)(C)C